21-Chloro-7,12-difluoro-5,22-dimethoxy-19-oxa-2λ6-thia-3,18-diazapentacyclo[15.5.2.14,8.09,14.020,24]pentacosa-1(22),4(25),5,7,9(14),10,12,17,20,23-decaene 2,2-dioxide ClC1=C2ON=C3CCC=4C=C(C=CC4C4=C(C=C(C(NS(C(=C1OC)C=C23)(=O)=O)=C4)OC)F)F